(S)-5-(methylcarbamoyl)-4-(1-phenylethoxy)-1-((2-(trimethylsilyl)ethoxy)methyl)-1H-pyrrole-2-carboxylic acid CNC(=O)C1=C(C=C(N1COCC[Si](C)(C)C)C(=O)O)O[C@@H](C)C1=CC=CC=C1